thiobis(thio) sulfide S1SSS1